CC1=NC(=C2NC=NC2=N1)S.[Na].[Na] Disodium 2-methyl-6-mercaptopurine